C(=C)C1=C2C=C(N=NC2=CC(=C1)N1CC2(CN(C2)C(=O)OC(C)(C)C)C1)C1=C(C=CC=C1)OCOC tert-butyl 6-{5-ethenyl-3-[2-(methoxymethoxy)phenyl]cinnolin-7-yl}-2,6-diazaspiro[3.3]heptane-2-carboxylate